[4-Fluoro-3-(7-morpholin-4-ylpyrido[4,3-d]pyrimidin-4-yl)phenyl]thiazol-2-ylmethanol FC1=C(C=C(C=C1)C(O)C=1SC=CN1)C=1C2=C(N=CN1)C=C(N=C2)N2CCOCC2